C1=CC=CC=2C3=CC=CC=C3C(C12)COC(=O)N[C@@H](CCC(NCCOCCOCCOCCOCCOCCOC)=O)C(=O)O (S)-24-((((9H-fluoren-9-yl)methoxy)carbonyl)amino)-21-oxo-2,5,8,11,14,17-hexaoxa-20-azapentacosan-25-oic acid